FC1(CCC(CC1)N1N=C(C=C1)N)F 1-(4,4-Difluorocyclohexyl)-1H-pyrazol-3-amine